Benzyl 4-[[2-[[tert-butoxycarbonyl (methyl) amino] methyl] phenyl] methyl-[(1R)-2-methoxy-1-methyl-2-oxo-ethyl] carbamoyl]-4-methyl-piperidine-1-carboxylate C(C)(C)(C)OC(=O)N(C)CC1=C(C=CC=C1)CN(C(=O)C1(CCN(CC1)C(=O)OCC1=CC=CC=C1)C)[C@@H](C(=O)OC)C